(R)-N-(1-((4-chloropyrimidin-5-yl)amino)-1-oxo-3-phenylpropan-2-yl)-4-(dimethylamino)benzamide ClC1=NC=NC=C1NC([C@@H](CC1=CC=CC=C1)NC(C1=CC=C(C=C1)N(C)C)=O)=O